CC1=C(C=CC=C1C1=C(C(=CC=C1)B1OC(C(O1)(C)C)(C)C)C)C1=CC=C(C=C1)CN1C[C@@H](CC1)O (R)-1-((2',2''-dimethyl-3''-(4,4,5,5-tetramethyl-1,3,2-dioxaborolan-2-yl)-[1,1':3',1''-terphenyl]-4-yl)methyl)pyrrolidin-3-ol